C(C)N1C2=CC=CC=C2C=2C=C(C=CC12)C1=NC2=C(N1)C=CC(=C2)C(=O)OCC ethyl 2-(9-ethyl-9H-carbazol-3-yl)-1H-benzo[d]imidazole-5-carboxylate